C(C(C)C)(=O)OC(C)OC(=O)OC1=CC=C(C=C1)[N+](=O)[O-] 1-(((4-nitrophenoxy)carbonyl)oxy)ethyl isobutyrate